tert-butyl 4-(4-hydroxy-2-methylphenyl)-3,6-dihydropyridine-1(2H)-carboxylate OC1=CC(=C(C=C1)C=1CCN(CC1)C(=O)OC(C)(C)C)C